tert-butyl 4-((4-(5-(3-chlorophenoxy)pentyl)phenyl)carbamoyl)piperazine-1-carboxylate ClC=1C=C(OCCCCCC2=CC=C(C=C2)NC(=O)N2CCN(CC2)C(=O)OC(C)(C)C)C=CC1